2,6-bis(bromomethyl)phenol BrCC1=C(C(=CC=C1)CBr)O